o-allyl-(chloromethyl)benzene C(C=C)C1=C(C=CC=C1)CCl